6-ethyl-2-methylquinoline-8-carboxylate C(C)C=1C=C2C=CC(=NC2=C(C1)C(=O)[O-])C